BrC=1N=CN(C1CCl)C 4-Bromo-5-(chloromethyl)-1-methylimidazole